C(C)(C)(C)OC(=O)N1CCC2(CC(C2)N2[C@@H](CCC2)C2=C(C=CC=C2)OC)CC1 (S)-2-(2-(2-methoxyphenyl)pyrrolidin-1-yl)-7-azaspiro[3.5]nonane-7-carboxylic acid tert-butyl ester